dicyclohexyl-(3-tert-butylphenyl)phosphine C1(CCCCC1)P(C1=CC(=CC=C1)C(C)(C)C)C1CCCCC1